ClC1=C(C=CC(=C1)OCCN1CCNCC1)C1=NC2=C(N1CC1=NC=CC(=C1)Cl)C=CC=C2OC2(CC2)C 2-(2-chloro-4-(2-(piperazin-1-yl)ethoxy)phenyl)-1-((4-chloropyridin-2-yl)methyl)-4-(1-methylcyclopropoxy)-1H-benzo[d]imidazole